FCCCOCCC (n-propyl) (3-fluoro-n-propyl) ether